6-Ethyl-2,4-dimethylphenol C(C)C1=CC(=CC(=C1O)C)C